tert-butyl (S)-2-((tert-butoxycarbonyl)amino)-4-((R,3S)-4,4,4-trifluoro-3-hydroxy-3-phenylbutylsulfonimidoyl)butanoate C(C)(C)(C)OC(=O)N[C@H](C(=O)OC(C)(C)C)CC[S@](=O)(=N)CC[C@@](C(F)(F)F)(C1=CC=CC=C1)O